3-(3,6-dichloropyridazin-4-yl)bicyclo[1.1.1]pentane-1-carboxylic acid ClC=1N=NC(=CC1C12CC(C1)(C2)C(=O)O)Cl